ClC=1C=C(C=NC1)C=1C=NC=2CCN(CC2C1)C=1C(=C(C=2N(N1)C(C=C(N2)C)=O)C)C 7-(3-(5-chloropyridin-3-yl)-7,8-dihydro-1,6-naphthyridin-6(5H)-yl)-2,8,9-trimethyl-4H-pyrimido[1,2-b]pyridazin-4-one